OC=1C(C(=CN2C[C@@H]3N(C(C21)=O)[C@H]2[C@H](C[C@@H]3C2)C)C(=O)NCC2=C(C=C(C=C2F)F)F)=O (1R,3S,4R,12aR)-7-hydroxy-3-methyl-6,8-dioxo-N-(2,4,6-trifluorobenzyl)-1,2,3,4,6,8,12,12a-octahydro-1,4-methanodipyrido[1,2-a:1',2'-d]pyrazine-9-carboxamide